FC1=CC=C(C=C1)C(N1C(CNCC1)C(=O)NC1CC1)C1=CC=C(C=C1)F 1-(bis(4-fluorophenyl)methyl)-N-cyclopropylpiperazine-2-carboxamide